FC(S(=O)(=O)OC=1C(=CC2=C(C(C=3NC4=CC(=CC=C4C3C2=O)Br)(C)C)C1)CC)(F)F 3-bromo-9-ethyl-6,6-dimethyl-11-oxo-6,11-dihydro-5H-benzo[b]Carbazol-8-yl trifluoromethanesulfonate